O=C1N(CC2=CC(=CC=C12)C(=O)N1CC2(C1)COCC2)C2C(NC(CC2)=O)=O 3-(1-oxo-5-(6-oxa-2-azaspiro[3.4]octane-2-carbonyl)isoindolin-2-yl)piperidine-2,6-dione